ClC=1N=C2C(=NC1)C(=CN2)C(F)(F)F 3-chloro-7-(trifluoromethyl)-5H-pyrrolo[3,2-b]pyrazine